OC1=C(C=CC=C1)/C=C/C(=O)C=1NC=CC1 (E)-3-(2-hydroxyphenyl)-1-(1H-pyrrol-2-yl)prop-2-en-1-one